FC1=C2CCC(NC2=NC=C1)=O 5-fluoro-3,4-dihydro-1,8-naphthyridin-2(1H)-one